OCCN1C[C@@H](CC1)N1C(N([C@H](C1)C#N)C1=CN=CC2=CC=CC=C12)=O (R)-1-((R)-1-(2-hydroxyethyl)pyrrolidin-3-yl)-3-(isoquinolin-4-yl)-2-oxoimidazoline-4-carbonitrile